C(CCCCCCCCCCCCCCC)(=O)NCCN(CC)CC Palmitamidoethyl-diethylamine